4-(3,3-diethoxypropylamino)-3-(trifluoromethylsulfonyl)benzenesulfonamide C(C)OC(CCNC1=C(C=C(C=C1)S(=O)(=O)N)S(=O)(=O)C(F)(F)F)OCC